(1,5-cyclooctadiene) palladium dibromide [Pd](Br)Br.C1=CCCC=CCC1